4-(bromomethyl)-N'-((3,3-dimethyl-1,2,3,5,6,7-hexahydrodicyclopenta[b,e]pyridine-8-yl)carbamoyl)-2-(2-hydroxypropan-2-yl)thiazole-5-sulfonimidamide BrCC=1N=C(SC1S(=O)(N)=NC(NC1=C2C(=NC3=C1CCC3)C(CC2)(C)C)=O)C(C)(C)O